BrC1=NN(C(N1C)=O)CC1=CC=C(C=C1)CN1CCOCC1 3-bromo-4-methyl-1-([4-[(morpholin-4-yl)methyl]phenyl]methyl)-4,5-dihydro-1H-1,2,4-triazol-5-one